B(O)(O)O.C[SiH](C)CC(O)(C)C(C)(C)O (dimethylsilyl)-pinacol borate